NC=1C=CC(=C(C(=O)NC2(CC2)C#C)C1)Cl 5-amino-2-chloro-N-(1-ethynyl-cyclopropyl)benzamide